C=1(C(=CC=CC1C(=O)O)C(=O)O)C1=CC=CC=C1 biphenyl-2,6-dicarboxylic acid